1-methoxy-6,7,8,9-tetrahydro-5H-benzo[7]annulen-6-one COC1=CC=CC2=C1CCCC(C2)=O